O(C1=CC=CC=C1)C1=CC=C(C=C1)C(C(=O)C1=CC=CC=C1)CC(=O)C1=CC=CC=C1 2-(4-phenoxyphenyl)-1,4-diphenylbutane-1,4-dione